CC1=NOC(=C1)C(C)=NNS(=O)(=O)C1=CC=CC=C1 (1-(3-methylisoxazol-5-yl)ethylidene)-benzenesulfonohydrazide